2-(2-amino-6-(butylamino)-9H-purin-9-yl)-N-(4-methylthiazol-2-yl)acetamide NC1=NC(=C2N=CN(C2=N1)CC(=O)NC=1SC=C(N1)C)NCCCC